N-(2-(Azetidin-1-ylmethyl)benzyl)-N-(2-oxo-2-((2'-oxo-1,1',2',3-tetrahydrospiro[indene-2,3'-pyrrolo[2,3-b]pyridin]-5-yl)amino)ethyl)picolinamide N1(CCC1)CC1=C(CN(C(C2=NC=CC=C2)=O)CC(NC=2C=C3CC4(C(NC5=NC=CC=C54)=O)CC3=CC2)=O)C=CC=C1